2-(ethylamino)-4-nitrobenzoic acid C(C)NC1=C(C(=O)O)C=CC(=C1)[N+](=O)[O-]